N1N=C(C=C1)NC(N)=O 3-(1H-pyrazol-3-yl)urea